(2S)-2'-bromo-2-(1-((trimethylsilyl) methyl)-1H-1,2,3-triazol-4-yl)-4',5'-dihydrospiro[piperidine-4,7'-thieno[2,3-C]pyran]-1-carboxylate BrC1=CC2=C(C3(OCC2)C[C@H](N(CC3)C(=O)[O-])C=3N=NN(C3)C[Si](C)(C)C)S1